N-Cyclobutyl-2-(2-fluoro-5-hydroxy-3-(trifluoromethyl)phenyl)benzo[d]oxazole-5-carboxamide C1(CCC1)NC(=O)C=1C=CC2=C(N=C(O2)C2=C(C(=CC(=C2)O)C(F)(F)F)F)C1